1-(1-amino-9-(8-((4-chloro-2-methyl-2H-indazol-5-yl)thio)imidazo[1,2-c]pyrimidin-5-yl)-3,9-diazaspiro[5.5]undec-3-yl)ethan-1-one NC1CN(CCC12CCN(CC2)C2=NC=C(C=1N2C=CN1)SC1=C(C2=CN(N=C2C=C1)C)Cl)C(C)=O